C(C)(C)[Si](OC(C)=O)(OC(C)=O)C(C)C di-isopropyl-diacetoxysilane